3-fluoro-N-[4-fluoro-3-(5-{2-oxa-6-azaspiro[3.3]heptan-6-yl}-2H-pyrazolo[3,4-b]pyridin-2-yl)phenyl]azetidine-1-carboxamide FC1CN(C1)C(=O)NC1=CC(=C(C=C1)F)N1N=C2N=CC(=CC2=C1)N1CC2(COC2)C1